2-propylbenzene C(CC)C1=CC=CC=C1